1-benzoyl-2-ethylpiperidine-2-carboxylic acid C(C1=CC=CC=C1)(=O)N1C(CCCC1)(C(=O)O)CC